7-methyl-2-phenethyl-3-(trifluoromethyl)isoquinolin-1(2H)-one CC1=CC=C2C=C(N(C(C2=C1)=O)CCC1=CC=CC=C1)C(F)(F)F